O1NN=NC1=O oxtriazol-5-one